(S)-(5-((2-amino-2-(fluoromethyl)-4-methylpentyl)oxy)-4-(difluoromethyl)-[2,4'-bipyridinyl]-2'-yl)carbamic acid methyl ester COC(NC1=NC=CC(=C1)C1=NC=C(C(=C1)C(F)F)OC[C@@](CC(C)C)(CF)N)=O